OC(CCCC=CC(=O)O)CCC(CCCCCCO)O 7,10,16-trihydroxy-(8e)-hexadecenoic acid